N(C(=N)N)CCCCNC([C@@H](N)CC(C)C)=O L-leucine (4-guanidinobutyl) amide